C(C1=CC=CC=C1)OC1=CC(=C(NC2CC(C2)(F)F)C=C1)[N+](=O)[O-] 4-(benzyloxy)-N-(3,3-difluorocyclobutyl)-2-nitroaniline